1-(9Z,12Z,15Z-octadecatrienoyl)-2-(8Z,11Z,14Z-eicosatrienoyl)-glycero-3-phosphoserine CCCCC/C=C\C/C=C\C/C=C\CCCCCCC(=O)O[C@H](COC(=O)CCCCCCC/C=C\C/C=C\C/C=C\CC)COP(=O)(O)OC[C@@H](C(=O)O)N